CC1(COC1)N[C@H]1C[C@H](N(CC1)C(=O)OC(C)(C)C)C1=CC=CC=C1 tert-butyl (2s,4r)-4-((3-methyloxetan-3-yl) amino)-2-phenylpiperidine-1-carboxylate